3-(4-carbamoyl-2-methylphenyl)-5-(((R)-3-(((S)-1-(4-(methoxycarbonyl)phenyl)ethyl)carbamoyl)morpholino)methyl)pyridine 1-oxide C(N)(=O)C1=CC(=C(C=C1)C=1C=[N+](C=C(C1)CN1[C@H](COCC1)C(N[C@@H](C)C1=CC=C(C=C1)C(=O)OC)=O)[O-])C